1,1-dibenzyl-3-(4-chlorobenzyl)urea C(C1=CC=CC=C1)N(C(=O)NCC1=CC=C(C=C1)Cl)CC1=CC=CC=C1